tert-butyl (3R,4R)-3-fluoro-4-{[5-methyl-7-(2-methylpropyl)imidazo[4,3-f][1,2,4]triazin-2-yl]amino}piperidine-1-carboxylate F[C@@H]1CN(CC[C@H]1NC1=NN2C(C=N1)=C(N=C2CC(C)C)C)C(=O)OC(C)(C)C